3-iodo-2-hydroxypropyl-ethyl-methyl-ammonium ICC(C[NH+](C)CC)O